C(C=C)(=O)N[C@H]1[C@@H](CCCC1)NC(=O)C=1SC=2N=CC=C3N(C(NC1C23)=O)C=2C=NC(=CC2)OC2=CC=CC=C2 N-((1R,2R)-2-Acrylamidocyclohexyl)-4-oxo-5-(6-phenoxypyridin-3-yl)-4,5-dihydro-3H-1-thia-3,5,8-triazaacenaphthylene-2-carboxamide